N-[3-[2-(difluoromethoxy)-5-[1-[(1-ethyl-3-hydroxy-azetidin-3-yl)methyl]pyrazol-4-yl]oxy-phenyl]-1-methyl-pyrazol-4-yl]pyrazolo[1,5-a]pyrimidine-3-carboxamide FC(OC1=C(C=C(C=C1)OC=1C=NN(C1)CC1(CN(C1)CC)O)C1=NN(C=C1NC(=O)C=1C=NN2C1N=CC=C2)C)F